2,3-dimethoxy-6-methyl-5H-[1,3]dioxolo[4',5':5,6]indeno[1,2-c]isoquinoline-5,12(6H)-dione COC=1C=C2C3=C(N(C(C2=CC1OC)=O)C)C=1C=C2C(=CC1C3=O)OCO2